(3-aminopropyl)ammonia NCCCN